((1s,3s)-3-Hydroxy-3-methylcyclobutyl)(6-((1-methyl-3-(trifluoromethyl)-1H-pyrrolo[2,3-b]pyridin-6-yl)methyl)-2-azaspiro[3.3]heptan-2-yl)methanone OC1(CC(C1)C(=O)N1CC2(C1)CC(C2)CC2=CC=C1C(=N2)N(C=C1C(F)(F)F)C)C